N(=[N+]=[N-])C1=NNC(=N1)N 3-azido-1H-1,2,4-triazole-5-amine